1,1-bis(3'-indolyl)-1-(p-chlorophenyl)methane C1=CC=C2C(=C1)C(=CN2)C(C3=CC=C(C=C3)Cl)C4=CNC5=CC=CC=C54